[Cl-].C(C(=C)C)(=O)OCC[N+](CC1=CC=CC=C1)(C)C 2-(methacryloyloxy)ethyldimethylbenzyl-ammonium chloride